C(CCCCCCCCCCCCCCCCCCCCC)NC(O)=O n-docosyl-carbamic acid